C(C1=CC=CC=C1)C=1C=NC(=NC1)N1CCN(CC1)C1=CN=C2N1C=NC(=C2)C=2C=NN(C2)C 3-(4-(5-benzylpyrimidin-2-yl)piperazin-1-yl)-7-(1-methyl-1H-pyrazol-4-yl)imidazo[1,2-c]pyrimidine